3-[(4-vinylphenyl)methyl]-1-methyl-1H-imidazolium chloride [Cl-].C(=C)C1=CC=C(C=C1)C[N+]1=CN(C=C1)C